NC1=NC=C(C(=C1)COCC(C)(O)C)F 1-[(2-amino-5-fluoro-4-pyridyl)methoxy]-2-methyl-propan-2-ol